3,4-bis(difluoromethoxy)benzamide FC(OC=1C=C(C(=O)N)C=CC1OC(F)F)F